ethyl 3-(2,4-dihydroxybutyl)-7-fluoro-benzimidazole-5-carboxylate OC(CN1C=NC2=C1C=C(C=C2F)C(=O)OCC)CCO